C(C)(C)(C)OC(=O)N1CCN(CC1)CCNC(C1=CC=C(C=C1)C#CC1=C(C=CC(=C1)N)C1=CC=NC=C1)=O.FC(OC1=CC=C2C(=CC=NC2=C1)NCCC1=CC=C(C=C1)CS(=O)(=O)N)(F)F (4-(2-((7-(trifluoromethoxy)quinolin-4-yl)amino)ethyl)phenyl)methanesulfonamide tert-butyl-4-(2-(4-((5-amino-2-(pyridin-4-yl)phenyl)ethynyl)benzamido)ethyl)piperazine-1-carboxylate